O=C(C=C)N1CCC(CC1)[C@@H]1CCNC=2N1N=C(C2C(=O)N)C2=CC=C(C=C2)OC2=CC=CC=C2 (7S)-4,5,6,7-tetrahydro-7-[1-(1-oxo-2-propen-1-yl)-4-piperidinyl]-2-(4-phenoxyphenyl)-pyrazolo[1,5-a]pyrimidine-3-carboxamide